8,8'-(Methylazanediyl)bis(N-hexyloctanamide) CN(CCCCCCCC(=O)NCCCCCC)CCCCCCCC(=O)NCCCCCC